p-hydroxynitrobenzeneethanol OC1=CC(=C(C=C1)CCO)[N+](=O)[O-]